OCN(CO)C1=NC(=NC(=N1)N(CO)CO)N(CO)CO 2,4,6-tris(N-hydroxymethyl-N-methylolamino)-1,3,5-triazine